CC(C)(C(C)O)O 2-methyl-2,3-butanediol